C(C)(=O)N1C=CN(S(C1)(=O)=O)C=1C=NN2C1CN([C@H](C2)C)C(=O)NC2=CC(=C(C(=C2)F)F)F (6S)-3-(5-acetyl-1,1-dioxo-1,2,5-thiadiazine-2-yl)-6-methyl-N-(3,4,5-trifluorophenyl)-6,7-dihydro-4H-pyrazolo[1,5-a]pyrazine-5-carboxamide